C(C1=CC=CC=C1)OC(CCC=C)(C(F)(F)F)C=1OC(=NN1)C1=NC(=C(C=C1[N+](=O)[O-])C(F)(F)F)OC1=CC(=CC(=C1)I)F 2-[1-benzyloxy-1-(trifluoromethyl)pent-4-enyl]-5-[6-(3-fluoro-5-iodo-phenoxy)-3-nitro-5-(trifluoromethyl)-2-pyridinyl]-1,3,4-oxadiazole